n-docosane CCCCCCCCCCCCCCCCCCCCCC